CC1=NOC2=C1C=C(C=C2)C2=NNC1=NC(=CN=C12)N1CC2C(C2CC1)(C1=NOC=C1C)CN (3-(3-(3-methylbenzo[d]isoxazol-5-yl)-1H-pyrazolo[3,4-b]pyrazin-6-yl)-7-(4-methylisoxazol-3-yl)-3-azabicyclo[4.1.0]heptan-7-yl)methanamine